FC1(C[C@H](NC1)C(=O)N1CCC(CC1)C=1C=C2C(=C(NC2=CC1)C1=CC(=NC(=C1)C)C)C(C)C)F (S)-(4,4-difluoropyrrolidin-2-yl)(4-(2-(2,6-dimethylpyridin-4-yl)-3-isopropyl-1H-indol-5-yl)piperidin-1-yl)methanone